2-(3-(tri-methoxysilyl)propyl)-1,1,3,3-tetramethylguanidine CO[Si](CCCN=C(N(C)C)N(C)C)(OC)OC